(((2S,4S)-4-((2-((2,4-Difluorophenoxy)methyl)pyrimidin-4-yl)oxy)-2-methylpiperidin-1-yl)methyl)-1-(((S)-oxetan-2-yl)methyl)-1H-benzo[d]imidazole FC1=C(OCC2=NC=CC(=N2)O[C@@H]2C[C@@H](N(CC2)CC2=NC3=C(N2C[C@H]2OCC2)C=CC=C3)C)C=CC(=C1)F